2,3-diamino-6-chlorobenzonitrile NC1=C(C#N)C(=CC=C1N)Cl